C1(=CC=CC=C1)NC[Si](OCC)(OCC)OCC (N-Phenylaminomethyl)tri-ethoxysilan